12-Hydroxytricosa-14,17-dienoic acid OC(CCCCCCCCCCC(=O)O)CC=CCC=CCCCCC